tert-butyl 4-methyl-3-azabicyclo[2.1.1]hexane-3-carboxylate CC12N(CC(C1)C2)C(=O)OC(C)(C)C